5-chlorobenzofuran-2-carboxamide 2,2,2-trifluoroacetate FC(C(=O)O)(F)F.ClC=1C=CC2=C(C=C(O2)C(=O)N)C1